6-chloro-2-methyl-3-(1-methyl-1H-imidazol-2-yl)pyridine ClC1=CC=C(C(=N1)C)C=1N(C=CN1)C